N-(1'-(6-(1,1-difluoroethyl)-2-(2-methoxyethoxy)pyrimidin-4-yl)-1',2'-dihydrospiro[cyclopropan-1,3'-pyrrolo[3,2-c]pyridin]-6'-yl)acetamide FC(C)(F)C1=CC(=NC(=N1)OCCOC)N1CC2(C=3C=NC(=CC31)NC(C)=O)CC2